(1R,4R)-N1-(4-(1-methyl-5-((1-methylcyclopropyl)methyl)-1H-pyrazol-4-yl)pyrimidin-2-yl)cyclohexane-1,4-diamine CN1N=CC(=C1CC1(CC1)C)C1=NC(=NC=C1)NC1CCC(CC1)N